CC=1C(=NC=C(C1)C(F)(F)F)N1CCN(CC1)C(=O)OCCC1=CNC(C(=C1)C(F)(F)F)=O 2-(6-oxo-5-(trifluoromethyl)-1,6-dihydropyridin-3-yl)ethyl 4-(3-methyl-5-(trifluoromethyl)pyridine-2-yl)piperazine-1-carboxylate